3-(5-((7-(4'-chloro-[1,1'-biphenyl]-2-carbonyl)-2,7-diazaspiro[3.5]nonan-2-yl)methyl)-1-oxoisoindolin-2-yl)piperidine-2,6-dione ClC1=CC=C(C=C1)C=1C(=CC=CC1)C(=O)N1CCC2(CN(C2)CC=2C=C3CN(C(C3=CC2)=O)C2C(NC(CC2)=O)=O)CC1